6-(3,6-dihydro-2H-pyran-4-yl)-4-(2-methylpyridin-3-yl)isoindolin-1-one O1CCC(=CC1)C1=CC(=C2CNC(C2=C1)=O)C=1C(=NC=CC1)C